5-chloro-2-hydroxybenzamide ClC=1C=CC(=C(C(=O)N)C1)O